(R)-6-(5-(1-(3,5-Dichloropyridin-4-yl)ethoxy)-1H-indazol-3-yl)-1'-ethylspiro[chromane-2,4'-piperidin]-4-one ClC=1C=NC=C(C1[C@@H](C)OC=1C=C2C(=NNC2=CC1)C=1C=C2C(CC3(CCN(CC3)CC)OC2=CC1)=O)Cl